FC1=C2C(NC(=NC2=CC(=C1)OCC1CCN(CC1)CC1CCN(CC1)C1=C(C=C(C=C1)[N+](=O)[O-])F)CSC1CCOCC1)=O 5-fluoro-7-((1-((1-(2-fluoro-4-nitrophenyl)piperidin-4-yl)methyl)piperidin-4-yl)methoxy)-2-(((tetrahydro-2H-pyran-4-yl)thio)methyl)quinazolin-4(3H)-one